N1C=NC2=C1C=CC(=C2)NC(CN)C2=C(C(=C(C=C2)C2=CSC(=C2)COCC)F)F N1-(1H-benzoimidazol-5-yl)-1-{4-[5-(ethoxymethyl)thiophen-3-yl]-2,3-difluorophenyl}ethane-1,2-diamine